3-(difluoromethyl)-7,7-dimethyl-4-(5-methyl-1-(tetrahydro-2H-pyran-2-yl)-1H-indazol-4-yl)-7,8-dihydro-5H-pyrano[4,3-b]pyridin-2-ol FC(C=1C(=C2C(=NC1O)CC(OC2)(C)C)C2=C1C=NN(C1=CC=C2C)C2OCCCC2)F